ClC1=C(C=CC=C1)C1CCN(CC1)C(CN1N=C(C2=C1CCC2)C(=O)N2C[C@H](O[C@H](C2)C)C)=O 1-[4-(2-Chlorophenyl)piperidin-1-yl]-2-{3-[(2R,6S)-2,6-dimethylmorpholin-4-carbonyl]-5,6-dihydrocyclopenta[c]pyrazol-1(4H)-yl}ethan-1-on